5-bromo-N-(2,2-difluorocyclopentyl)-4-(trifluoromethyl)pyridin-2-amine BrC=1C(=CC(=NC1)NC1C(CCC1)(F)F)C(F)(F)F